ClC=1C=C(C=CC1)C1CC(C1)NC(=O)C=1C=NN(C1)CC1=CC(=C(C=C1)CO)C(F)F N-(3-(3-Chlorophenyl)cyclobutyl)-1-(3-(difluoromethyl)-4-(hydroxymethyl)benzyl)-1H-pyrazole-4-carboxamide